3,4-dihydroxybenzoic acid isohexadecyl ester C(CCCCCCCCCCCCC(C)C)OC(C1=CC(=C(C=C1)O)O)=O